O[C@@H]1COCC[C@H]1N(CCCCCCCC(=O)N(CCCCCCCCCC)CCCCCCCCCC)CCCCCCCC(=O)N(CCCCCCCCCC)CCCCCCCCCC 8,8'-(((3S,4R)-3-hydroxytetrahydro-2H-pyran-4-yl)-azanediyl)bis(N,N-didecyloctanamide)